bis[4-(trimethylsilyl) phenyl] sulfone C[Si](C1=CC=C(C=C1)S(=O)(=O)C1=CC=C(C=C1)[Si](C)(C)C)(C)C